[Si](C1=CC=CC=C1)(C1=CC=CC=C1)(C(C)(C)C)OCN1CCCC1 (((tert-butyldiphenylsilyl)oxy)methyl)pyrrolidine